C1(CC1)C=1C=C(N=NC1C1=C(C=C(C=C1)C#C)O)NC(C[C@@H](C)O)=O (R)-N-(5-cyclopropyl-6-(4-ethynyl-2-hydroxyphenyl)pyridazin-3-yl)-3-hydroxybutanamide